2-amino-5,2'-dichlorobenzophenone NC1=C(C(=O)C2=C(C=CC=C2)Cl)C=C(C=C1)Cl